BrC1=C(C=C(CNC(=O)C2NCCN(C2)C=2C=3C(N=CN2)=NN(C3)C3=CC=C(C=C3)C)C=C1)C N-(4-bromo-3-methylbenzyl)-4-(2-(p-tolyl)-2H-pyrazolo[3,4-d]pyrimidin-4-yl)piperazine-2-carboxamide